CN1C2=CC=CC=C2[C@H](C12CCN(CC2)C(=O)OC(C)(C)C)N[S@](=O)C(C)(C)C tert-butyl (3R)-1-methyl-3-[[(R)-2-methylpropane-2-sulfinyl]amino]-1,3-dihydrospiro[indole-2,4'-piperidine]-1'-carboxylate